NC1CN(C=2N(C1)N=CC2C2=CC=C(C=C2)C(F)(F)F)C(=O)[O-] 6-amino-3-(4-(trifluoromethyl) phenyl)-6,7-dihydropyrazolo[1,5-a]pyrimidine-4(5H)-carboxylate